C(CC)C1(C=CC2=C(N=C1)C=CC=C2)CCC dipropyl-3H-benzo[b]azepine